P(=O)(O)(O)SSP(=O)(O)O phosphonodisulfide